2,2,2-trifluoroethyl 4-[1-(benzenesulfonyl)-5-(4-fluorophenyl)-6-tetrahydropyran-4-yl-pyrrolo[2,3-f]indazol-7-yl]benzenesulfonate C1(=CC=CC=C1)S(=O)(=O)N1N=CC2=CC3=C(C=C12)C(=C(N3C3=CC=C(C=C3)F)C3CCOCC3)C3=CC=C(C=C3)S(=O)(=O)OCC(F)(F)F